3-butyl-3-ethyl-2,3,4,5-tetrahydro-5-phenyl-1,4-benzothiazepine 1,1-dioxide C(CCC)C1(CS(C2=C(C(N1)C1=CC=CC=C1)C=CC=C2)(=O)=O)CC